1-((((S)-4-(tert-butoxy)-2-((tert-butoxycarbonyl)amino)-4-oxobutanoyl)oxy)methyl)-5-(4-(hexyloxy)-1,2,5-thiadiazol-3-yl)-1-methyl-1,2,3,6-tetrahydropyridin-1-ium iodide [I-].C(C)(C)(C)OC(C[C@@H](C(=O)OC[N+]1(CCC=C(C1)C1=NSN=C1OCCCCCC)C)NC(=O)OC(C)(C)C)=O